COC1=C(C(=O)N2[C@H](CCC2)C(=O)N)C=C(C=C1)S(=O)(=O)C 1-(2-methoxy-5-(methylsulfonyl)benzoyl)-D-prolinamide